dibromo-9,9'-spirobi[fluorene] BrC1=C(C=2C3(C4=CC=CC=C4C2C=C1)C1=CC=CC=C1C=1C=CC=CC13)Br